(S)-4,4-difluoro-4-(5-hydroxy-6-methoxybenzothien-2-yl)-2-methylbutanoic acid methyl ester COC([C@H](CC(C=1SC2=C(C1)C=C(C(=C2)OC)O)(F)F)C)=O